rac-7-amino-2-((1S*,2S*)-2-(4-methylpyrimidin-2-yl)cyclopropyl)quinolin-4(1H)-one NC1=CC=C2C(C=C(NC2=C1)[C@@H]1[C@H](C1)C1=NC=CC(=N1)C)=O |r|